(S)-2-(4-(2-(1-Cyclopropylethyl)-7-(methylsulfonyl)-1-oxoisoindolin-5-yl)pyridin-2-yl)-N,4-dimethyl-1H-imidazole-5-carboxamide, trifluoroacetate salt FC(C(=O)O)(F)F.C1(CC1)[C@H](C)N1C(C2=C(C=C(C=C2C1)C1=CC(=NC=C1)C=1NC(=C(N1)C)C(=O)NC)S(=O)(=O)C)=O